FC(C=1C=C2C(N(C(NC2=CC1)=O)C1=CN=CC2=CC=CC=C12)=O)F 6-(difluoromethyl)-3-(isoquinolin-4-yl)quinazoline-2,4(1H,3H)-dione